O1CCC(CC1)C1=NC=CC=C1C(=O)N tetrahydropyran-4-yl-pyridine-3-carboxamide